tert-butyl ((1-(2-amino-5-(8-(1-methyl-6-(trifluoromethyl)-1H-benzo[d]imidazol-5-yl)indolizine-3-carbonyl)phenyl)pyrrolidin-3-yl)methyl)carbamate NC1=C(C=C(C=C1)C(=O)C1=CC=C2C(=CC=CN12)C1=CC2=C(N(C=N2)C)C=C1C(F)(F)F)N1CC(CC1)CNC(OC(C)(C)C)=O